4-(((1R,3S)-3-aminocyclopentyl)methoxy)-5-chloro-N-(4-morpholinophenyl)pyrimidin-2-amine N[C@@H]1C[C@@H](CC1)COC1=NC(=NC=C1Cl)NC1=CC=C(C=C1)N1CCOCC1